S(=O)(=O)(O)O.C(C1=CC=CC=C1)N(CC(=O)C1=CC(=CC(=C1)OCC1=CC=CC=C1)OCC1=CC=CC=C1)C(C)(C)C 2-(N-benzyl-tert-butylamino)-1-(3,5-dibenzyloxyphenyl)ethanone sulfate